C12CN(CC2C1)CCOC(C(F)(F)F)C1=CC=C(C=N1)C1=CC=2C3=C(N=NC2C=C1)N(C(N3C(C)C)=O)C 8-(6-(1-(2-(3-azabicyclo[3.1.0]hexan-3-yl)ethoxy)-2,2,2-trifluoroethyl)pyridin-3-yl)-1-isopropyl-3-methyl-1,3-dihydro-2H-imidazo[4,5-c]cinnolin-2-one